phosphonic acid, thiocyanate P(=O)(SC#N)SC#N